C(C1=CC=CC=C1)(=O)NC1=CC=C(C=N1)C=1C=C(C(=O)NCC(F)F)C=CC1 3-(6-Benzamidopyridin-3-yl)-N-(2,2-difluoroethyl)benzamide